8-[[1-(2,2-difluoroacetyl)-4-piperidinyl]oxy]-4-[(2R)-3-(3,4-dihydro-1H-isoquinolin-2-yl)-2-hydroxy-propyl]-2,3-dihydro-1,4-benzoxazepin-5-one FC(C(=O)N1CCC(CC1)OC1=CC2=C(C(N(CCO2)C[C@@H](CN2CC3=CC=CC=C3CC2)O)=O)C=C1)F